CC(C#CC)(C)C 4,4-dimethyl-2-pentyne